COC(=O)[C@H]1CCCC=2N1C(N(N2)CC2=NNC(=C2)C)=O |r| Methyl-(5RS)-2-[(5-methyl-1H-pyrazol-3-yl)methyl]-3-oxo-2,3,5,6,7,8-hexahydro[1,2,4]triazolo[4,3-a]pyridine-5-carboxylate